[Br-].FC([N+]1=CC(=CC=C1)Cl)F 1-(difluoromethyl)-3-chloropyridinium bromide